N1=C(C=CC=C1)CN1CCNCC1 N-(2-picolyl)piperazine